NC1=C(C(=NN1C(COC)C)C1=CC=C(C=C1)CNC(C1=C(C=CC=C1)OC)=O)C(=O)N 5-Amino-3-[4-[[(2-methoxybenzoyl)amino]methyl]phenyl]-1-(2-methoxy-1-methyl-ethyl)pyrazole-4-carboxamide